2,5,8,11,14,17,20,23-Octaoxahexacosan-26-oic acid COCCOCCOCCOCCOCCOCCOCCOCCC(=O)O